N-(5-((6-((R)-3-(3,4-dichloro-2-fluorophenyl)isoxazolidine-2-yl)pyrimidine-4-yl)amino)-4-methoxy-2-(4-(4-methylpiperazine-1-yl)piperidine-1-yl)phenyl)acrylamide ClC=1C(=C(C=CC1Cl)[C@@H]1N(OCC1)C1=CC(=NC=N1)NC=1C(=CC(=C(C1)NC(C=C)=O)N1CCC(CC1)N1CCN(CC1)C)OC)F